2-(4-chlorophenyl)-N-(5-nitro-2-hydroxyphenyl)pyrazolo[1,5-a]pyrimidine-6-carboxamide ClC1=CC=C(C=C1)C1=NN2C(N=CC(=C2)C(=O)NC2=C(C=CC(=C2)[N+](=O)[O-])O)=C1